2-(4-(((3-(2-chloro-6-fluorophenyl)-5-cyclopropylisoxazol-4-yl)methoxy)methyl)-4-fluoropiperidin-1-yl)-4-fluorobenzo[d]thiazole-6-carboxylic acid ClC1=C(C(=CC=C1)F)C1=NOC(=C1COCC1(CCN(CC1)C=1SC2=C(N1)C(=CC(=C2)C(=O)O)F)F)C2CC2